C(C)(C)(C)OC(=O)N1CCC(CC1)C(C(=O)OC)Br 4-(bromo-methoxycarbonyl-methyl)-piperidine-1-carboxylic acid tert-butyl ester